6-((1S,2S)-2-fluorocyclopropane-1-carboxamido)-4-((4-methoxy-5-((R)-2,2,2-trifluoro-1-hydroxyethyl)pyrazolo[1,5-a]pyridin-3-yl)amino)-N-(methyl-d3)nicotinamide F[C@@H]1[C@@H](C1)C(=O)NC1=NC=C(C(=O)NC([2H])([2H])[2H])C(=C1)NC=1C=NN2C1C(=C(C=C2)[C@H](C(F)(F)F)O)OC